COC1=CC=C(COC2=NC3=CC(=CC=C3C=C2C(=O)OCC)C2(CCC2)OC)C=C1 ethyl 2-((4-methoxybenzyl)oxy)-7-(1-methoxycyclobutyl)quinoline-3-carboxylate